C1(=CC=CC=C1)N1N=CC(NC1=O)=O 2-phenyl-1,2,4-triazine-3,5(2H,4H)-dione